BrC1=CC(=C(C=C1C)N(C(C#CC)=O)C1=CC=C2C(=N1)C(=NN2C)O[C@@H]2CC([C@H](CC2)C(=O)O)(C)C)C2CC2 (1S,4S)-4-((5-(N-(4-bromo-2-cyclopropyl-5-methylphenyl)but-2-ynamido)-1-methyl-1H-pyrazolo[4,3-b]pyridin-3-yl)oxy)-2,2-dimethylcyclohexane-1-carboxylic acid